ClC=1N=CC(=NC1)NC1=NN(C2=C1C=NC(=C2)C(=O)N2CCC(CC2)O)CC(F)(F)F [3-(5-Chloro-pyrazin-2-ylamino)-1-(2,2,2-trifluoro-ethyl)-1H-pyrazolo[4,3-c]pyridin-6-yl]-(4-hydroxy-piperidin-1-yl)-methanone